2-methyldiacetoxysilyl-1-ethyl thioacetate C(C)(=S)OCC[Si](OC(C)=O)(OC(C)=O)C